(2S,5R,6S)-5,6-bis(4-chlorophenyl)-2-(4-fluorobenzyl)-4-((1S)-1-(hydroxymethyl)butyl)-3-morpholinone ClC1=CC=C(C=C1)[C@@H]1[C@@H](O[C@H](C(N1[C@@H](CCC)CO)=O)CC1=CC=C(C=C1)F)C1=CC=C(C=C1)Cl